O=C(C(=O)NC=1C2=C(C=NC1)C=NN2C2OCCCC2)N2[C@H](CC[C@@H](C2)C)C=2C=CC1=C(N=C(S1)C1CC3(CN(C3)C)C1)C2 2-oxo-2-[(2R,5S)-5-methyl-2-[2-(2-methyl-2-azaspiro[3.3]heptan-6-yl)-1,3-benzothiazol-5-yl]-1-piperidyl]-N-(1-tetrahydropyran-2-ylpyrazolo[4,3-c]pyridin-7-yl)acetamide